3-(3-(4'-Methoxy-[1,1'-biphenyl]-3-yl)-1H-pyrazol-5-yl)pyrrolidine-1-carbonitrile COC1=CC=C(C=C1)C1=CC(=CC=C1)C1=NNC(=C1)C1CN(CC1)C#N